FC(C1=CC(=CC=2C=3N(C(=NC12)N[C@H]1C(NCCCC1)=O)N=C(N3)C=3C=NN(C3)C)C)F (3R)-3-{[7-(difluoromethyl)-9-methyl-2-(1-methyl-1H-pyrazol-4-yl)[1,2,4]triazolo[1,5-c]quinazolin-5-yl]amino}azepan-2-one